ethyl 2-(4-(3-chloro-5-fluoropyridin-4-yl)cyclohex-3-en-1-yl)acetate ClC=1C=NC=C(C1C1=CCC(CC1)CC(=O)OCC)F